(Z)-tetracos-15-enoic acid C(CCCCCCCCCCCCC\C=C/CCCCCCCC)(=O)O